(R)-2-((6-(((3R,4R)-4-fluoro-1-(methylsulfonyl)pyrrolidin-3-yl)amino)-9-isopropyl-9H-purin-2-yl)amino)-3-methylbutan-1-ol F[C@H]1[C@@H](CN(C1)S(=O)(=O)C)NC1=C2N=CN(C2=NC(=N1)N[C@@H](CO)C(C)C)C(C)C